12-hydroxy-5Z,8Z,10E,14Z,17Z-eicosapentaenoic acid CC/C=C\C/C=C\C[C@@H](/C=C/C=C\C/C=C\CCCC(=O)O)O